4-bromo-3-fluorobenzene BrC1=C(C=CC=C1)F